COC1=NC=C(C=N1)N(C(NCC1=NNC(=C1)C(F)(F)F)=O)C=1C=NC(=NC1)OC bis(2-methoxypyrimidin-5-yl)-1-((5-(trifluoromethyl)-1H-pyrazol-3-yl)methyl)urea